6-(Tert-Butylsulfonyl)-3-(2,6-difluoropyridin-4-yl)imidazo[1,2-a]pyridine C(C)(C)(C)S(=O)(=O)C=1C=CC=2N(C1)C(=CN2)C2=CC(=NC(=C2)F)F